[N+](#[C-])C1=C(C(=O)C2=C(C=CC=C2)F)C=C(C=C1)Cl 2-ISOCYANO-5-CHLORO-2'-FLUOROBENZOPHENONE